(3-(benzyloxy)-1H-pyrazol-5-yl)methanol C(C1=CC=CC=C1)OC1=NNC(=C1)CO